OCCOCCOCCOCCOCCOCCOCCOCCN1C(C=CC1=O)=O 1-(23-hydroxy-3,6,9,12,15,18,21-heptaoxatricosyl)-1H-pyrrole-2,5-dione